C(=CCCC)B(O)O pent-1-en-1-yl-boronic acid